(2R,3R,4S)-2-[2-but-1-ynyl-6-[[(1S)-indan-1-yl]amino]purin-9-yl]tetrahydrothiophene-3,4-diol C(#CCC)C1=NC(=C2N=CN(C2=N1)[C@@H]1SC[C@H]([C@H]1O)O)N[C@H]1CCC2=CC=CC=C12